(S)-5-(4-((5,5-dimethyltetrahydrofuran-2-yl)methoxy)phenyl)-2-oxo-6-(trifluoromethyl)-1,2-dihydropyridin-3-carboxamide CC1(CC[C@H](O1)COC1=CC=C(C=C1)C=1C=C(C(NC1C(F)(F)F)=O)C(=O)N)C